((2-(N-cyclopropylaminosulfonyl)-4-(hydroxymethyl)phenoxy)methyl)-N-methylpiperidine-1-carboxamide C1(CC1)NS(=O)(=O)C1=C(OCC2N(CCCC2)C(=O)NC)C=CC(=C1)CO